tert-butyl-diphenyl-[[(1R,2R)-2-vinylcyclopropyl]methoxy]silane C(C)(C)(C)[Si](OC[C@H]1[C@H](C1)C=C)(C1=CC=CC=C1)C1=CC=CC=C1